C=1(C(=CC=C2C=CC=CC12)O)C=1C(=CC=C2C=CC=CC12)O (1,1'-binaphthyl)-2,2'-diol